OC1=CC=C(C=C1)C[C@@H](C(=O)N[C@H](C(=O)N[C@H](C(=O)O)CCC(C)(C)C)[C@H](CC)C)NC(=O)[C@H]1CNCCO1 (2S)-2-[(2S,3S)-2-[(2S)-3-(4-hydroxyphenyl)-2-{[(2R)-morpholin-2-yl]formamido}propanamido]-3-methylpentanamido]-5,5-dimethylhexanoic acid